[Sn].CNC (dimethylamine) tin